ClC1=CC=C(C=C1)C(C(=O)N[C@H](C(=O)N[C@H](CCC(=O)O)C(=O)O)C(C)(C)C)(C)C ((S)-2-(2-(4-chlorophenyl)-2-methylpropanamido)-3,3-dimethylbutanoyl)-D-glutamic acid